5-[6-[2-(3-pyridylmethyl)quinuclidin-3-yl]oxypyridazin-3-yl]-1H-indole N1=CC(=CC=C1)CC1N2CCC(C1OC1=CC=C(N=N1)C=1C=C3C=CNC3=CC1)CC2